((3S,4S)-8-(5-((2-amino-3-chloropyridin-4-yl)thio)pyrazin-2-yl)-3-methyl-2-oxa-8-azaspiro[4.5]decan-4-yl)carbamic acid tert-butyl ester C(C)(C)(C)OC(N[C@@H]1[C@@H](OCC12CCN(CC2)C2=NC=C(N=C2)SC2=C(C(=NC=C2)N)Cl)C)=O